ClC1=C(C(=O)N2C[C@H](N(CC2)C2=C(C(=O)NCCNC)C=C(C=C2)C=2C(=NC=NC2OC)OC)CC)C=CC(=C1)F 2-[(2R)-4-(2-chloro-4-fluorobenzoyl)-2-ethylpiperazin-1-yl]-5-(4,6-dimethoxypyrimidin-5-yl)-N-[2-(methylamino)ethyl]benzamide